COC(=O)C12CCC(CC1)C2 bicyclo[2.2.1]heptane-1-carboxylic acid methyl ester